[OH-].C(C=C)C=CC[NH+](CCC)CCC allylallyldipropylammonium hydroxide